C1(CC1)CN1S(C[C@@H](C1)CO)(=O)=O (S)-2-(cyclopropylmethyl)-4-(hydroxymethyl)isothiazolidine 1,1-dioxide